1,1,3,3-tetramethyl-1,3-disiloxanediamine C[Si](O[Si](N)(C)C)(N)C